CC=1C=C(C(=O)O)C=CC1 3-(methyl)benzoic acid